5-Cyclopropyl-2-fluorobenzaldehyde C1(CC1)C=1C=CC(=C(C=O)C1)F